1,2-bis(iso-propylimino)ethane C(C)(C)N=CC=NC(C)C